tert-butyl (2-(5-(2-(3,4-dimethoxyphenyl)-3-isopropyl-1H-indole-5-carbonyl)hexahydro pyrrolo[3,4-c]pyrrol-2(1H)-yl)ethylmethyl)carbamate COC=1C=C(C=CC1OC)C=1NC2=CC=C(C=C2C1C(C)C)C(=O)N1CC2C(C1)CN(C2)CCCNC(OC(C)(C)C)=O